CC=1C=NC=C(C1C=1C=C2C(=NC1)C1=C(N2C(CC2CCOCC2)C2=C(C=CC=C2)F)C=C(N1C)C(C)(C)O)C 2-(6-(3,5-dimethylpyridin-4-yl)-4-(1-(2-fluorophenyl)-2-(tetrahydro-2H-pyran-4-yl)ethyl)-1-methyl-1,4-dihydropyrrolo[2',3':4,5]pyrrolo[3,2-b]pyridin-2-yl)propan-2-ol